Cl.C(C)OC(COC[C@@]12C[C@H](N[C@H]2C1)C(=O)OCC1=CC=CC=C1)=O benzyl (1S,3S,5R)-5-((2-ethoxy-2-oxoethoxy)methyl)-2-azabicyclo[3.1.0]hexane-3-carboxylate hydrochloride